(S)-N'-((1,2,3,5,6,7-hexahydro-s-indacen-4-yl)carbamoyl)-4-isopropylthiophene-2-sulfonimidamide C1CCC2=C(C=3CCCC3C=C12)NC(=O)N=[S@@](=O)(N)C=1SC=C(C1)C(C)C